(5-(aminomethyl)pyridin-2-yl)dimethylphosphine oxide NCC=1C=CC(=NC1)P(C)(C)=O